ClC=1C=C(C#N)C=C(C1N1N=CC=2C=NC(=CC21)NC2=NC=NC(=C2)N2CCC(CC2)(C)O)F 3-chloro-5-fluoro-4-(6-((6-(4-hydroxy-4-methylpiperidin-1-yl)pyrimidin-4-yl)amino)-1H-pyrazolo[4,3-c]pyridin-1-yl)benzonitrile